ClC1=C(C=2C(N(C1=O)C)=CN(N2)CC#N)N2C[C@H](N(CC2)C(C)C=2C=C1N=CC=NC1=CC2)CC (6-chloro-7-((3R)-3-ethyl-4-(1-(quinoxalin-6-yl)ethyl)piperazin-1-yl)-4-methyl-5-oxo-4,5-dihydro-2H-pyrazolo[4,3-b]pyridin-2-yl)acetonitrile